2,4-dichlorophenoxyacetic acid methyl ester COC(COC1=C(C=C(C=C1)Cl)Cl)=O